C(#N)C=1C=CC(=NC1)C(=O)O 5-cyanopicolinic acid